(2E,6E)-2,6-dimethyl-10-methylidenedodeca-2,6,11-trienal C/C(/C=O)=C\CC\C(=C\CCC(C=C)=C)\C